S1C=NC2=C1C=C(C=C2)S(=O)(=O)N2CC1=C(C2)CN(C1)C(=O)NCC1=NOC(=C1)C 5-(1,3-Benzothiazole-6-sulfonyl)-N-[(5-methyl-1,2-oxazol-3-yl)methyl]-1H,2H,3H,4H,5H,6H-pyrrolo[3,4-c]pyrrole-2-carboxamide